C(C)OC(=O)C=1C(=NC(=NC1C)SC)C=O 4-Formyl-6-methyl-2-(methylthio)pyrimidine-5-carboxylic acid ethyl ester